N1(N=CC=C1)C1=NC2=CC=C(C=C2C=C1)C1=CN=C(N1)[C@H](CCCCCC(CC)=O)NC(=O)[C@H]1CC12CCN(CC2)C (S)-N-((S)-1-(5-(2-(1H-Pyrazol-1-yl)chinolin-6-yl)-1H-imidazol-2-yl)-7-oxononyl)-6-methyl-6-azaspiro[2.5]octan-1-carboxamid